7-(trifluoromethyl)-4,5,6,7-tetrahydropyrazolo[1,5-a]pyrimidine-3-carboxamide FC(C1CCNC=2N1N=CC2C(=O)N)(F)F